N[C@@H](C)C12CC(C1)(C2)NC(OC(C)(C)C)=O tert-butyl {3-[(1S)-1-aminoethyl]bicyclo[1.1.1]pentan-1-yl}carbamate